C(=O)(O)C(CC1=CC=C(C=C1)OCCOCCOCC)N1CCN(CCN(CCN(CC1)C(C(=O)[O-])CO)C(C(=O)[O-])CO)C(C(=O)[O-])CO.[Gd+3] gadolinium 2,2',2''-{10-[1-carboxy-2-{4-[2-(2-ethoxyethoxy)ethoxy]phenyl}ethyl]-1,4,7,10-tetraazacyclododecane-1,4,7-triyl}tris(3-hydroxypropanoate)